(3,3-difluorocyclobutyl) 4-[2-fluoro-5-[[4-fluoro-2-(trifluoromethyl)benzoyl] amino]-4-[rac-(3R)-3,4-dimethylpiperazin-1-yl]phenyl]-3,6-dihydro-2H-pyridine-1-carboxylate FC1=C(C=C(C(=C1)N1C[C@H](N(CC1)C)C)NC(C1=C(C=C(C=C1)F)C(F)(F)F)=O)C=1CCN(CC1)C(=O)OC1CC(C1)(F)F |r|